FC=1C=C(C#N)C=C(C1)OC1=CC=C2C=3C(CC(C13)O)(C(C2(F)F)(F)F)O 3-fluoro-5-((3,3,4,4-tetrafluoro-1,2a-dihydroxy-2,2a,3,4-tetrahydro-1H-cyclopenta[cd]inden-7-yl)oxy)benzonitrile